Myristoyl sarcosinate sodium [Na].N(C)CC(=O)OC(CCCCCCCCCCCCC)=O